NC1=NC=CC=C1C1=NC=2C(=NC(=CC2)C2=CC=CC=C2)N1C=1C=CC(=NC1)NC(=O)C1CC(CC1)C(=O)OC methyl 3-((5-(2-(2-aminopyridin-3-yl)-5-phenyl-3H-imidazo[4,5-b]pyridin-3-yl)pyridin-2-yl)carbamoyl)cyclopentane-1-carboxylate